2-((2-fluoro-4-(oxetan-3-yl)benzyl)oxy)-6-(piperidin-4-yl)pyridine FC1=C(COC2=NC(=CC=C2)C2CCNCC2)C=CC(=C1)C1COC1